CC1N(CC=C(C1)C1=NN(C(=C1)C)C1=CC=C(C=C1)OC(F)(F)F)C(=O)OC(C)(C)C Tert-butyl 2-methyl-4-[5-methyl-1-[4-(trifluoromethoxy)phenyl]pyrazol-3-yl]-3,6-dihydro-2H-pyridine-1-carboxylate